C(C)(=O)N1CCN(CC1)C1=CC=C(C=C1)NC1=NC=C(C(=N1)NC1CCCC1)C(=O)N 2-(4-(4-acetylpiperazin-1-yl)phenylamino)-4-(cyclopentyl-amino)pyrimidine-5-carboxamide